methyl (1r,4r)-4-((5-(2-(2-aminopyridin-3-yl)-5-(1-methyl-1H-pyrazol-5-yl)-3H-imidazo[4,5-b]pyridin-3-yl)pyridin-2-yl)carbamoyl)cyclohexane-1-carboxylate NC1=NC=CC=C1C1=NC=2C(=NC(=CC2)C2=CC=NN2C)N1C=1C=CC(=NC1)NC(=O)C1CCC(CC1)C(=O)OC